8-(isopropylamino)-2-(((1s,3s)-3-(4-methylpiperazin-1-yl)cyclobutyl)amino)pyrido[3,4-d]pyrimidine-6-carbonitrile C(C)(C)NC1=NC(=CC2=C1N=C(N=C2)NC2CC(C2)N2CCN(CC2)C)C#N